2-{7-[4-(naphthalen-1-yloxy)phenyl]-2,4-dioxo-2H-pyrido[2,3-e][1,3]oxazin-3(4H)-yl}acetic acid C1(=CC=CC2=CC=CC=C12)OC1=CC=C(C=C1)C1=CC2=C(C(N(C(O2)=O)CC(=O)O)=O)N=C1